N-(1-hexadecanoyl)-4-hydroxy-L-prolin (1-hexadecyl)ester C(CCCCCCCCCCCCCCC)OC([C@H]1N(CC(C1)O)C(CCCCCCCCCCCCCCC)=O)=O